C(C)(C)(C)C1=CC=C(C=C1)S(=O)[O-].[Na+] Sodium p-tert-butylbenzenesulfinate